2-methoxyethyl-benzene COCCC1=CC=CC=C1